C(C1=CC=CC=C1)N(C(C)=O)C(=C)C1=CC=CC=C1 N-benzyl-N-(1-phenylvinyl)-acetamide